BrC1=CC=C(C=C1)S(=O)(=O)NC1=CC=C(C=C1)NC1=CC(OC2=C1C=C(C=C2)[N+](=O)[O-])=O 4-bromo-N-(4-((6-nitro-2-oxo-2H-benzopyran-4-yl)amino)phenyl)benzenesulfonamide